NCCCOC=1C(=CC2=CC=CC=C2C1)C1=CC(=NN1)NC=1N=CC(=NC1)C#N 5-(5-(3-(3-aminopropoxy)naphthalen-2-yl)-1H-pyrazol-3-ylamino)pyrazine-2-carbonitrile